C(C)[C@H]1CNCC(N1)=O (S)-6-ethylpiperazin-2-one